C(C)(C)(C)OC(=O)N(C1=NN2C(C=C(C=C2)C=2C(=CC(=C(C(=O)OC)C2)C)F)=N1)C(=O)OC(C)(C)C methyl 5-(2-(di-(tert-butoxycarbonyl)amino)-[1,2,4]triazolo[1,5-a]pyridin-7-yl)-4-fluoro-2-methylbenzoate